7-(2,7-dimethyl-2H-indazol-5-yl)-5-fluoro-N-methyl-N-(piperidin-4-yl)benzo[e][1,2,4]triazin-3-amine CN1N=C2C(=CC(=CC2=C1)C1=CC2=C(N=C(N=N2)N(C2CCNCC2)C)C(=C1)F)C